FC1(CN(CCO1)CCN1CCN(CC1)C1=NN(C(=C1)C)C1=CC=C(C=C1)OC(F)(F)F)F 2,2-difluoro-4-[2-[4-[5-methyl-1-[4-(trifluoromethoxy)phenyl]pyrazol-3-yl]piperazin-1-yl]ethyl]morpholine